C(C)NCCCCNCC diethyl-1,4-butylenediamine